ClC1=CC=CC2=C1CCO2 4-chloro-2,3-dihydro-1-benzofuran